ClC=1C=C(C=C(C1)Cl)C1=NC(=CC(=C1)CN1CCC(CC1)CCO)OC=1C=NC(=NC1)N1CCN(CC1)C 2-(1-((2-(3,5-dichlorophenyl)-6-((2-(4-methylpiperazin-1-yl)pyrimidin-5-yl)oxy)pyridin-4-yl)methyl)piperidin-4-yl)ethanol